C[C@@H]1C=2C=C(N=CC2CCN1C)B(O)O [(5R)-5,6-dimethyl-7,8-dihydro-5H-2,6-naphthyridin-3-yl]boronic acid